bis((methylsulfanyl)methanimidamide) sulfuric acid salt S(O)(O)(=O)=O.CSC(N)=N.CSC(N)=N